BrCC1=CC(=NN1C1=C(C=C(C=C1)Cl)C(C1=C(C=CC=C1)F)=O)C(=O)OCC ethyl 5-(bromomethyl)-1-(4-chloro-2-(2-fluorobenzoyl)phenyl)-1H-pyrazole-3-carboxylate